BrC1=CC=C2C(=N1)NC=C2S(=O)(=O)NC2=C(C=C(C(=C2)F)F)F 6-bromo-N-(2,4,5-trifluorophenyl)-1H-pyrrolo[2,3-b]pyridine-3-sulfonamide